N-[6-(1-hydroxy-1-methyl-ethyl)-1-(2-oxoethyl)indazol-5-yl]-6-(trifluoromethyl)pyridine-2-carboxamide OC(C)(C)C1=C(C=C2C=NN(C2=C1)CC=O)NC(=O)C1=NC(=CC=C1)C(F)(F)F